FC=1C(=CC(=C(C(=O)NC2=C(C=CC=C2C)F)C1)O[C@H](C(F)(F)F)C)N1N=C2COCCCN2C1=O 5-fluoro-N-(2-fluoro-6-methylphenyl)-4-(3-oxo-6,7-dihydro-3H,5H-[1,2,4]triazolo[3,4-c][1,4]oxazepin-2(9H)-yl)-2-{[(2S)-1,1,1-trifluoropropan-2-yl]oxy}benzamide